C(C)N1CCC12CCN(CC2)C=2OC=1C(=NC(=CC1)C1=C(C=C(C=C1C)C(F)(F)F)O)N2 2-[2-(1-Ethyl-1,7-diazaspiro[3.5]nonan-7-yl)oxazolo[4,5-b]pyridin-5-yl]3-methyl-5-(trifluoromethyl)phenol